N-(4-((4-((5-amino-7-(butylamino)-2H-pyrazolo[4,3-d]pyrimidin-2-yl)methyl)-3,5-dimethoxybenzyl)(methyl)amino)butyl)stearamide NC=1N=C(C=2C(N1)=CN(N2)CC2=C(C=C(CN(CCCCNC(CCCCCCCCCCCCCCCCC)=O)C)C=C2OC)OC)NCCCC